aluminum tris(triflate) [O-]S(=O)(=O)C(F)(F)F.[O-]S(=O)(=O)C(F)(F)F.[O-]S(=O)(=O)C(F)(F)F.[Al+3]